NC1=NC(=CC=N1)N 2,6-diaminopyrimidine